O=C1N(C2=CC(=CC=C2[C@]12CC1=CC=C(C=C1C2)C(=O)O)OC(F)(F)F)C=2C=NN(C2)CCC 2'-oxo-r-(1-propyl-1H-pyrazol-4-yl)-6'-(trifluoromethoxy)-1,3-dihydrospiro[indene-2,3'-indoline]-5-carboxylic acid